5'-bromo-1'-methyl-2'-oxo-4,5-dihydro-2H-spiro[furan-3,3'-indoline]-6'-carboxylic acid BrC=1C=C2C3(C(N(C2=CC1C(=O)O)C)=O)COCC3